C1(CC1)N1C=NC(=C1C(=O)O)C 3-cyclopropyl-5-methyl-imidazole-4-carboxylic acid